ClC1=C(C=CC(=C1)Cl)C1(OCC(O1)CCC)CN1N=CN=C1 1-[[2-(2,4-dichlorophenyl)-4-propyl-1,3-dioxolan-2-yl]methyl]-1,2,4-triazole